N-Methyl-2-((4-oxo-3-phenethyl-3,4-dihydropteridin-2-yl)thio)-N-phenylacetamide CN(C(CSC1=NC2=NC=CN=C2C(N1CCC1=CC=CC=C1)=O)=O)C1=CC=CC=C1